6-chloro-3-[[(1R)-1-[3,6-dimethyl-4-oxo-2-[3-(trifluoromethyl)-1-bicyclo[1.1.1]pentyl]benzopyran-8-yl]ethyl]amino]pyridine-2-carbonitrile ClC1=CC=C(C(=N1)C#N)N[C@H](C)C1=CC(=CC=2C(C(=C(OC21)C21CC(C2)(C1)C(F)(F)F)C)=O)C